(hydroxymethyl)-6,6-dimethyl-5,6,7,8-tetrahydroquinolin-2(1H)-one OCN1C(C=CC=2CC(CCC12)(C)C)=O